6-[2-(difluoromethyl)-4-(1H-pyrazol-4-yl)phenyl]-N-methyl-N-(2,2,6,6-tetramethylpiperidin-4-yl)pyridazin-3-amine FC(C1=C(C=CC(=C1)C=1C=NNC1)C1=CC=C(N=N1)N(C1CC(NC(C1)(C)C)(C)C)C)F